(S)-7-(chloromethyl)-4-(cyclopropylethynyl)-6,8-difluoro-4-(trifluoromethyl)-3,4-dihydroquinazolin-2(1H)-one ClCC1=C(C=C2[C@](NC(NC2=C1F)=O)(C(F)(F)F)C#CC1CC1)F